2-aminobenzoic acid butyl ester C(CCC)OC(C1=C(C=CC=C1)N)=O